(E)-3-(6-(((1-(3',6-Dicyano-5'-(2-fluoro-5-hydroxy-4-methoxyphenyl)-[3,4'-bipyridin]-2'-yl)piperidin-4-yl)amino)methyl)pyridin-3-yl)-N-hydroxyacrylamide formate C(=O)O.C(#N)C=1C(=NC=C(C1C=1C=NC(=CC1)C#N)C1=C(C=C(C(=C1)O)OC)F)N1CCC(CC1)NCC1=CC=C(C=N1)/C=C/C(=O)NO